6-bromo-4-ethyl-2-(3-fluorophenyl)phthalazin-1(2H)-one BrC=1C=C2C(=NN(C(C2=CC1)=O)C1=CC(=CC=C1)F)CC